NC1=C2C(=NC=N1)N(N=C2C2=CC=C(C=C2)OC2=CC=CC=C2)[C@H]2CN(CCC2)C(/C=C/COCCOCCOCCOCCOC(NC(=O)OC(C)(C)C)=O)=O [2-[2-[2-[2-[(E)-4-[(3R)-3-[4-amino-3-(4-phenoxyphenyl) pyrazolo[3,4-d]pyrimidin-1-yl]-1-piperidyl]-4-oxo-but-2-enoxy]ethoxy]ethoxy]ethoxy]ethyl]-N-tert-butoxycarbonyl-carbamate